ClC=1N=C(NC1[C@H]1[C@H](CN(CC1)C(=O)N(C)C)C)C1=NC=C(C=C1)F (3R,4R)-4-[4-Chloro-2-(5-fluoro-2-pyridyl)-1H-imidazol-5-yl]-N,N,3-trimethyl-piperidine-1-carboxamide